ClC1=NC(=NC(=C1)Cl)N1N=C(C=C1)C(=O)OCC ethyl 1-(4,6-dichloropyrimidin-2-yl)-1H-pyrazole-3-carboxylate